(S)-2-((((9H-fluoren-9-yl)methoxy)carbonyl)amino)-3-(3',4',5'-trifluoro-[1,1'-biphenyl]-4-yl)propanoic acid C1=CC=CC=2C3=CC=CC=C3C(C12)COC(=O)N[C@H](C(=O)O)CC1=CC=C(C=C1)C1=CC(=C(C(=C1)F)F)F